C1(CCC1)N1C(=NC2=C1C=C(C=C2F)C(C)(C)O)NC(CC2C(C(C2)(F)F)(F)F)=O N-(1-cyclobutyl-4-fluoro-6-(2-hydroxypropan-2-yl)-1H-benzo[d]imidazol-2-yl)-2-(2,2,3,3-tetrafluorocyclobutyl)acetamide